(S)-N-(1-((4-(3,5-dimethylpyridin-4-yl)phenyl)amino)-1-oxo-3,3-diphenylpropan-2-yl)-1-methyl-1H-pyrazole-5-carboxamide CC=1C=NC=C(C1C1=CC=C(C=C1)NC([C@H](C(C1=CC=CC=C1)C1=CC=CC=C1)NC(=O)C1=CC=NN1C)=O)C